C(CCCCC)[Si](I)(CCCCCC)CCCCCC trihexyliodosilane